4-Oxaheptan-1,7-diamin C(CCOCCCN)N